(S)-N-[(1R)-1-(2-fluoro-3-iodo-phenyl)ethyl]-2-methyl-propane-2-sulfinamide FC1=C(C=CC=C1I)[C@@H](C)N[S@@](=O)C(C)(C)C